BrC(C=O)(C)N1C=CC2=CC=CC=C12 2-bromo-2-(1H-indol-1-yl)propane-1-one